2,7-bis(t-butylperoxy)-2,7-dimethyl-octane C(C)(C)(C)OOC(C)(CCCCC(C)(C)OOC(C)(C)C)C